2-(2,6-Dioxo-3-piperidyl)-4-[2-[2-(2-hydroxyethoxy)ethoxy]ethylamino]isoindoline-1,3-dione O=C1NC(CCC1N1C(C2=CC=CC(=C2C1=O)NCCOCCOCCO)=O)=O